(Z)-5-((3-(3,5-bis(trifluoromethyl)phenyl)-1H-1,2,4-triazol-1-yl)methylene)-3-(2-(2-(2-Hydroxyethoxy)ethoxy)ethyl)-1-methylimidazoline-2,4-dione FC(C=1C=C(C=C(C1)C(F)(F)F)C1=NN(C=N1)\C=C/1\C(N(C(N1C)=O)CCOCCOCCO)=O)(F)F